FC(C1=CC(=NC(=N1)S(=O)C)C=1C=CC(N(C1)CC1=CC(=C(C=C1)OC)F)=O)F 5-(6-(difluoromethyl)-2-(methylsulfinyl)pyrimidin-4-yl)-1-(3-fluoro-4-methoxybenzyl)pyridin-2(1H)-one